[Au].[Al].[Cu] copper-aluminum gold